BrC=1C(=NC=CC1)[C@H](C)O (1S)-1-(3-bromopyridin-2-yl)ethanol